C(C)N(CC)CC=1C=C(C=CC1)NC(C1=CC(=C(C=C1)NC1=NC=C(C(=N1)C1=CC=C(C=C1)OC(F)(F)F)SC)F)=O N-(3-Diethylaminomethyl-phenyl)-3-fluoro-4-[5-methylsulfanyl-4-(4-trifluoromethoxy-phenyl)-pyrimidin-2-ylamino]-benzamide